C(#N)C1=NC=CC(=C1)NC(=O)C=1C=C2C(=CN(C2=CC1)C1=CC=CC=C1)C=O N-(2-cyanopyridin-4-yl)-3-formyl-1-phenyl-1H-indole-5-carboxamide